C1(CCCCC1)NC1=NC(=NC=C1C(=O)NC1=C(C=CC=C1C)C)NC1=CC=C(C=C1)N1CCN(CC1)C 4-(cyclohexylamino)-N-(2,6-dimethylphenyl)-2-((4-(4-methylpiperazin-1-yl)phenyl)amino)pyrimidine-5-carboxamide